2,2,2-trifluoro-N-methyl-N-((4-methyl-3-oxoquinuclidin-2-yl)methyl)acetamide FC(C(=O)N(CC1N2CCC(C1=O)(CC2)C)C)(F)F